FC(C=1N=C2N(N1)[C@@H](C[C@@H]2F)C2=CC=CC=C2)(C2(COC2)C)F (5s,7s)-2-[difluoro-(3-methyloxetan-3-yl)methyl]-7-fluoro-5-phenyl-6,7-dihydro-5H-pyrrolo[1,2-b][1,2,4]triazole